C(C)(C)(C)NC(C(=O)C1=CC(=C(C=C1)Cl)Cl)CCC 2-(Tert-butylamino)-1-(3,4-dichlorophenyl)pentan-1-one